ClC1=CC=CC(=N1)C1=NC=2N(C(=C1)C)N=CC2C(=O)O 5-(6-chloropyridin-2-yl)-7-methylpyrazolo[1,5-a]Pyrimidine-3-carboxylic acid